N-[3-(formylamino)-4-oxo-6-phenoxy-4H-1-benzopyran-7-yl]methanesulfonamide C(=O)NC1=COC2=C(C1=O)C=C(C(=C2)NS(=O)(=O)C)OC2=CC=CC=C2